3-(2-aminoethyl)aminopropyltriisopropoxysilane NCCNCCC[Si](OC(C)C)(OC(C)C)OC(C)C